N-(1-(3-cyanocyclobutyl)-3-(4-methyl-6-(methylthio)pyridin-2-yl)-1H-pyrrolo[2,3-c]pyridin-5-yl)acetamide C(#N)C1CC(C1)N1C=C(C=2C1=CN=C(C2)NC(C)=O)C2=NC(=CC(=C2)C)SC